F[C@H](CNC(=O)C=1C(=C2C(=NC1)SC(=C2)C=2N=CSC2)NC(C)C)C(C)(C)O (R)-N-(2-fluoro-3-hydroxy-3-methylbutyl)-4-(isopropylamino)-2-(thiazol-4-yl)thieno[2,3-b]pyridine-5-carboxamide